N1=CN(CC2=CC=CC=C12)C(=O)[O-] quinazolin-3(4H)-carboxylate